C(CCC)C(C(=O)O)=C.C(C(=C)C)(=O)OC methyl methacrylate (butyl acrylate)